1-[benzyl({3-[benzyl(2-hydroxypropyl)amino]propyl})amino]propan-2-ol C(C1=CC=CC=C1)N(CC(C)O)CCCN(CC(C)O)CC1=CC=CC=C1